Tert-butyl (R)-3-((4-(2-methoxy-4-methylphenyl)-7-(trifluoromethyl)phthalazin-1-yl)amino)piperidine-1-carboxylate COC1=C(C=CC(=C1)C)C1=NN=C(C2=CC(=CC=C12)C(F)(F)F)N[C@H]1CN(CCC1)C(=O)OC(C)(C)C